4-(4-nitrophenyl)-3-buten-2-one [N+](=O)([O-])C1=CC=C(C=C1)C=CC(C)=O